N-(5-(4-cyano-2-methylphenyl)thiazol-2-yl)-1-methyl-6-oxo-1,6-dihydropyridine-3-carboxamide C(#N)C1=CC(=C(C=C1)C1=CN=C(S1)NC(=O)C1=CN(C(C=C1)=O)C)C